N-(2,4-dimethoxyphenyl)bicyclo[2.2.1]heptane-3-carboxamide COC1=C(C=CC(=C1)OC)NC(=O)C1CC2CCC1C2